NC1=NC2=CC=C(C=C2C(=N1)N)C=1N=NN(C1)C1=CC=C(C=C1)OC 2,4-diamino-6-(1-(4-methoxyphenyl)-1H-1,2,3-triazol-4-yl)quinazoline